(4-(dodecyloxy)-2,3-difluorophenyl)sulfonyl-6-(methylsulfinyl)quinoline C(CCCCCCCCCCC)OC1=C(C(=C(C=C1)S(=O)(=O)C1=NC2=CC=C(C=C2C=C1)S(=O)C)F)F